tert-butyl 2-(difluoromethyl)-5-(4,4,5,5-tetramethyl-1,3,2-dioxaborolan-2-yl)-2,3,4,7-tetrahydroazepine-1-carboxylate FC(C1N(CC=C(CC1)B1OC(C(O1)(C)C)(C)C)C(=O)OC(C)(C)C)F